2'-(7-bromo-6-fluoro-1-(2-hydroxy-2-methylpropyl)-1H-benzo[d][1,2,3]triazol-5-yl)-3-fluoro-[1,1'-biphenyl]-4-carbonitrile BrC1=C(C(=CC2=C1N(N=N2)CC(C)(C)O)C2=C(C=CC=C2)C2=CC(=C(C=C2)C#N)F)F